6-[5-chloro-2-(4-chloro-1H-1,2,3-triazole-1-yl)phenyl]Pyrimidin-4-ol tert-butyl-4-hydroxy-2,2-dimethyl-4-(((2-(sulfooxy)ethyl)amino)methyl)piperidine-1-carboxylate C(C)(C)(C)C1C(N(CCC1(CNCCOS(=O)(=O)O)O)C(=O)OC1=NC=NC(=C1)C1=C(C=CC(=C1)Cl)N1N=NC(=C1)Cl)(C)C